N1(CCCCCC1)C(=O)C1=CC2=C(C=N1)C(=NN2C2OCCCC2)C2=CN=C1N2C=C(C=C1F)F azepan-1-yl-[3-(6,8-difluoro-imidazo[1,2-a]pyridin-3-yl)-1-(tetrahydro-pyran-2-yl)-1H-pyrazolo[4,3-c]pyridin-6-yl]-methanone